CN(C=1N=CC2=C(N1)CC[S+]2[O-])CCC2CCOCC2 2-[methyl(2-tetrahydropyran-4-ylethyl)amino]-5-oxido-6,7-dihydrothieno[3,2-d]pyrimidin-5-ium